Aminoethyltriethoxysilane NCC[Si](OCC)(OCC)OCC